FC(C=1C=C(C=C(C1)C(F)(F)F)C1=CC=C2CCC3(C2=C1CO)CCC1=CC=C(C(=C13)CO)C1=CC(=CC(=C1)C(F)(F)F)C(F)(F)F)(F)F (R)-6,6'-bis(3,5-bis(trifluoromethyl)phenyl)-1,1'-spirobiindane-7,7'-dimethanol